1-(triethoxysilylmethyl)-1,3-diazole C(C)O[Si](OCC)(OCC)CN1C=NC=C1